((2S,6R)-6-(6-(((E)-1-methylpyrrolidin-2-ylidene)amino)-9H-purin-9-yl)-4-tritylmorpholin-2-yl)methyl (R)-dimethylphosphoramidochloridate CN([P@](OC[C@@H]1CN(C[C@@H](O1)N1C2=NC=NC(=C2N=C1)/N=C\1/N(CCC1)C)C(C1=CC=CC=C1)(C1=CC=CC=C1)C1=CC=CC=C1)(=O)Cl)C